3-amino-N-[(3R)-7-{3,8-diazabicyclo[3.2.1]octan-3-yl}-5-fluoro-3,4-dihydro-2H-1-benzopyran-3-yl]-6-methylfuro[2,3-b]pyridine-2-carboxamide NC1=C(OC2=NC(=CC=C21)C)C(=O)N[C@H]2COC1=C(C2)C(=CC(=C1)N1CC2CCC(C1)N2)F